amino-2-methylpropanesulfonic acid potassium [K].NC(C(C)C)S(=O)(=O)O